2-(2-hydroxy-3,5-di-(α,α-dimethylbenzyl)phenyl)2H-benzotriazole OC1=C(C=C(C=C1C(C1=CC=CC=C1)(C)C)C(C1=CC=CC=C1)(C)C)N1N=C2C(=N1)C=CC=C2